(S)-1-(2-((tert-butyldimethylsilyl)oxy)ethoxy)-6,6,6-trifluorohexan-3-amine [Si](C)(C)(C(C)(C)C)OCCOCC[C@H](CCC(F)(F)F)N